(S)-N-(3-cyano-4-fluorophenyl)-2,4-dimethyl-5-(2-oxo-2-((1,1,1-trifluoroprop-2-yl)amino)acetyl)-1H-pyrrole-3-carboxamide C(#N)C=1C=C(C=CC1F)NC(=O)C1=C(NC(=C1C)C(C(N[C@H](C(F)(F)F)C)=O)=O)C